C1(CCC1)N1[C@H](CN(CC1)CC1=CC=2N(C=C1)N=CC2N2C(NC(CC2)=O)=O)C (S)-1-(5-((4-cyclobutyl-3-methylpiperazin-1-yl)methyl)pyrazolo[1,5-a]pyridin-3-yl)dihydropyrimidine-2,4(1H,3H)-dione